CC=1C=2N(C=C(C1)C1=C(C(=NN1)C1=CC=C(C=C1)C(C)(C)N)CC(F)(F)F)N=CN2 2-(4-(5-(8-methyl-[1,2,4]triazolo[1,5-a]pyridin-6-yl)-4-(2,2,2-trifluoroethyl)-1H-pyrazol-3-yl)phenyl)propan-2-amine